aminofluorophenol C1=CC(=C(C=C1N)O)F